NC1=C(C(=O)N)C(=C(C(=C1F)Br)F)F 2-amino-4-bromo-3,5,6-trifluoro-benzamide